ClC1=CC=CC=2C3=C(OC21)C(=CC=C3)[Si](C)(C)C (6-chlorodibenzo[b,d]furan-4-yl)trimethylsilane